FC1=C(C=C(C=C1)N(C(=O)C=1C=CC=2N(C1)C(=CN2)C=2C=NC(=CC2)N(C(N)=O)OC)C)OC N-(4-fluoro-3-methoxy-phenyl)-3-[6-(methoxy-carbamoylamino)-3-pyridyl]-N-methyl-imidazo[1,2-a]pyridine-6-carboxamide